COC=1C=C(C=C(C1)OC)CCC1=NNC(=C1)N 3-(3,5-Dimethoxyphenylethyl)-1H-pyrazol-5-amine